C(CCCCCCCCCCCCCCCCC)C([NH+](CCO)CC)CCCCCCCCCCCCCCCCCC distearyl-ethyl-hydroxyethyl-methyl-ammonium